[N-[4-amino-5-(4-methoxybenzoyl)thiazol-2-yl]-4-(difluoromethoxy)-3-fluoro-anilino]propanamide NC=1N=C(SC1C(C1=CC=C(C=C1)OC)=O)N(C1=CC(=C(C=C1)OC(F)F)F)C(C(=O)N)C